NC([C@H](CO)NC(=O)C1=C(OC2=C1C=C(C=C2)OCC=2C=NC=CC2C)C)=O (S)-N-(1-amino-3-hydroxy-1-oxopropan-2-yl)-2-methyl-5-((4-methylpyridin-3-yl)methoxy)benzofuran-3-carboxamide